NC=1SC2=C(N1)C(=CC=C2)C2=C(C=C1C(=NC(=NC1=C2F)OC[C@H]2N(CCC2)C)N2CCNCC(C2)(F)F)C#N 7-(2-aminobenzo[d]thiazol-4-yl)-4-(6,6-difluoro-1,4-diazepan-1-yl)-8-fluoro-2-(((S)-1-methylpyrrolidin-2-yl)methoxy)quinazoline-6-carbonitrile